(S)-4-bromo-1-chloro-2-(4-tetrahydrofuran-3-yloxy-benzyl)benzene BrC1=CC(=C(C=C1)Cl)CC1=CC=C(C=C1)O[C@@H]1COCC1